2-[4-[3-[1-(5-chloropyrimidin-2-yl)-4-piperidyl]propoxy]-2-fluoro-phenyl]-1-[3-hydroxy-3-[[[3-hydroxy-2,2-bis(hydroxymethyl)propyl]amino]methyl]pyrrolidin-1-yl]ethanone ClC=1C=NC(=NC1)N1CCC(CC1)CCCOC1=CC(=C(C=C1)CC(=O)N1CC(CC1)(CNCC(CO)(CO)CO)O)F